C(C1=CC=CC=C1)(=O)N1C(N(C=C(C1=O)C)C=1N=C(OC1C1=CC=CC=C1)C1=CC=CC=C1)=O 3-benzoyl-1-(2,5-diphenyloxazol-4-yl)-5-methylpyrimidine-2,4(1H,3H)-dione